C[C@H]1[C@H](N(C[C@H](O1)C)C(=O)OC(C)(C)C)C([2H])([2H])NC1=NC=C(C=C1C)C(F)(F)F tert-Butyl (2S,3R,6R)-2,6-dimethyl-3-(((3-methyl-5-(trifluoromethyl)pyridin-2-yl)amino)methyl-d2)morpholine-4-carboxylate